azobis(3,3,4,4,5,5,6,6,7,7,8,8,8-tridecafluorooctyl-4-cyanovalerate) N(=NC(C(=O)[O-])(CC(C)C#N)CCC(C(C(C(C(C(F)(F)F)(F)F)(F)F)(F)F)(F)F)(F)F)C(C(=O)[O-])(CC(C)C#N)CCC(C(C(C(C(C(F)(F)F)(F)F)(F)F)(F)F)(F)F)(F)F